C(C)(C)C1=NC=CC=C1C=1N=C(N2C1CNC(C2)C)C (2-Isopropylpyridin-3-yl)-3,6-dimethyl-5,6,7,8-tetrahydroimidazo[1,5-a]pyrazine